Racemic-N-(1-(6,7-difluoro-4-oxo-3,4-dihydrophthalazin-1-yl)ethyl)-3,4-difluoro-N-methylbenzamide FC=1C=C2C(NN=C(C2=CC1F)[C@@H](C)N(C(C1=CC(=C(C=C1)F)F)=O)C)=O |r|